N-[3-(diethylamino)-2,2-dimethylpropyl]-4,5,6,7,8,9-hexahydrocycloocta[b]thiophene-2-carboxamide C(C)N(CC(CNC(=O)C1=CC2=C(S1)CCCCCC2)(C)C)CC